BrC1=CC=C(C=C1)[C@H](C#CC1=CC=CC=C1)NC1=CC=CC=C1 (R)-N-[1-(4-bromophenyl)-3-phenyl-2-propynyl]-Aniline